1-methyl-4-nitro-1H-imidazol CN1C=NC(=C1)[N+](=O)[O-]